ditridecyl-3,3'-thiodiacrylate C(CCCCCCCCCCCC)OC(C=CSC=CC(=O)OCCCCCCCCCCCCC)=O